hexyldecyl 6-[[6-(4-hexyldecoxy)-6-oxo-hexyl]amino]hexanoate C(CCCCC)C(CCCOC(CCCCCNCCCCCC(=O)OC(CCCCCCCCC)CCCCCC)=O)CCCCCC